5-(4-amino-5-{3-fluoro-4-[(4-methylpyrimidin-2-yl)oxy]phenyl}-7-{[2-(trimethylsilyl)ethoxy]methyl}-7H-pyrrolo[2,3-d]pyrimidin-6-yl)-2-ethynylpyridin NC=1C2=C(N=CN1)N(C(=C2C2=CC(=C(C=C2)OC2=NC=CC(=N2)C)F)C=2C=CC(=NC2)C#C)COCC[Si](C)(C)C